C(#N)C=1C=C2C(=NC1)N(N=C2)C2=NC=C(C(=O)NC1CCC(CC1)C(=O)OC)C(=C2)NC2CC2 1-methyl (1R,4R)-4-(6-(5-cyano-1H-pyrazolo[3,4-b]pyridin-1-yl)-4-(cyclopropylamino)nicotinamido)cyclohexane-1-carboxylate